di(cyclopentadienyl)dimethylsilane C1(C=CC=C1)[Si](C)(C)C1C=CC=C1